3,7-dimethyl-6-octenal CC(CC=O)CCC=C(C)C